4-(4-(azetidin-3-ylamino)-6-methylquinazolin-2-yl)-1-(cyclopropylimino)-2,3,4,5-tetrahydro-benzo[f][1,4]thiazepine N1CC(C1)NC1=NC(=NC2=CC=C(C=C12)C)N1CCS(C2=C(C1)C=CC=C2)=NC2CC2